tert-butyl (2R,6S)-4-[4-chloro-7-(trifluoromethanesulfonyloxy)-1,8-naphthyridin-3-yl]-2,6-dimethylpiperazine-1-carboxylate ClC1=C(C=NC2=NC(=CC=C12)OS(=O)(=O)C(F)(F)F)N1C[C@H](N([C@H](C1)C)C(=O)OC(C)(C)C)C